pentaerythritol tetrakis[3-(3,5-di-tert-butyl 4-hydroxyphenyl) propionate] C(C)(C)(C)C=1C=C(C=C(C1O)C(C)(C)C)CCC(=O)OCC(COC(CCC1=CC(=C(C(=C1)C(C)(C)C)O)C(C)(C)C)=O)(COC(CCC1=CC(=C(C(=C1)C(C)(C)C)O)C(C)(C)C)=O)COC(CCC1=CC(=C(C(=C1)C(C)(C)C)O)C(C)(C)C)=O